N-(2,6-difluorophenyl)-5-fluoro-4-[3-methyl-5-oxo-4-(prop-2-yl)-4,5-dihydro-1H-1,2,4-triazol-1-yl]-2-[(2S)-pent-2-yloxy]benzamide FC1=C(C(=CC=C1)F)NC(C1=C(C=C(C(=C1)F)N1N=C(N(C1=O)C(C)C)C)O[C@@H](C)CCC)=O